OC[C@H]1OC[C@@H]([C@H]([C@H]1O)O)NC1=NC=CC=C1C(F)(F)F (2R,3R,4R,5S)-2-(Hydroxymethyl)-5-((3-(trifluoromethyl)pyridin-2-yl)amino)tetrahydro-2H-pyran-3,4-diol